2-[(4-tert-butyl-2-fluoro-5-hydroxy-phenyl)methyl]-N-[[1-(trifluoromethyl)cyclopropyl]methyl]-1H-benzimidazole-5-carboxamide C(C)(C)(C)C1=CC(=C(C=C1O)CC1=NC2=C(N1)C=CC(=C2)C(=O)NCC2(CC2)C(F)(F)F)F